ClC1=CC=CC=2C3=C(OC21)C=C(C=C3N3C2=CC=CC=C2C=2C=CC=CC32)N3C2=CC=CC=C2C=2C=CC=CC32 9,9'-(6-chlorodibenzo[b,d]furan-1,3-diyl)bis(9H-carbazole)